C(#N)[C@H]1N(CCC1)C(CN1C[C@H](CC1)NS(=O)(=O)C=1OC2=C(C1)C=CC=C2)=O N-((S)-1-(2-((S)-2-Cyanopyrrolidin-1-yl)-2-oxoethyl)pyrrolidin-3-yl)benzofuran-2-sulfonamid